C1(=CC=CC=C1)NC1=C(C=CC=C1)CC 2-(2-(phenylamino)phenyl)ethane